1-(3-(difluoromethyl)-2-methylphenyl)ethan-1-amine hydrochloride Cl.FC(C=1C(=C(C=CC1)C(C)N)C)F